C(OCCOC1=CC=C(C=C1)N1CCN(CC1)CCO)([2H])([2H])[2H] 2-[4-(4-{2-[(2H3)methyloxy]ethoxy}phenyl)piperazin-1-yl]ethanol